C(C1=CC=CC=C1)N(C([S-])=S)CC1=CC=CC=C1.[Zn+2].C(C1=CC=CC=C1)N(C([S-])=S)CC1=CC=CC=C1 zinc dibenzyl-dithiocarbamic acid salt